N-[(1S)-1-benzyl-2-ethoxy-ethyl]-3-nitro-quinolin-4-amine C(C1=CC=CC=C1)[C@@H](COCC)NC1=C(C=NC2=CC=CC=C12)[N+](=O)[O-]